CN(C(C(=O)OCN1C(N(SC1NC(C1=CC=C(C=C1)Cl)=O)CC1=CC=C(C=C1)Cl)=O)CC1=CC=CC=C1)C [5-(4-chlorobenzamido)-2-[(4-chlorophenyl)methyl]-3-oxo-1,2,4-thiadiazolidin-4-yl]methyl 2-(dimethylamino)-3-phenylpropanoate